ClC=1C=C(OC=2C(=C(C=CC2)S(=O)(=O)N)[N+](=O)[O-])C=C(C1)F 3-(3-chloro-5-fluoro-phenoxy)-2-nitro-benzenesulfonamide